1,1'-(2-(4-(2-((2-(bis(2-hydroxydodecyl)amino)ethyl)(2-hydroxydodecyl)amino)ethyl)piperazin-1-yl)ethylazanediyl)-didodecan-2-ol OC(CN(CCN(CCN1CCN(CC1)CCN(CC(CCCCCCCCCC)O)CC(CCCCCCCCCC)O)CC(CCCCCCCCCC)O)CC(CCCCCCCCCC)O)CCCCCCCCCC